COC([C@@H]1[C@H]([C@@H]([C@H]([C@@H](O)O1)O)O)O)=O.FC(C=1C=NC(=NC1)CC1CC2(CN(C2)C(=O)N2C[C@H](CC2)C(=O)N)C1)(F)F (3S)-1-[6-[[5-(trifluoromethyl)pyrimidin-2-yl]methyl]-2-azaspiro[3.3]heptane-2-carbonyl]pyrrolidine-3-carboxamide Methyl-α-D-glucuronate